6-chloro-4-[1-[(6-chloropyridazin-3-yl)methyl]triazol-4-yl]-1-tetrahydropyran-2-yl-indazole ClC1=CC(=C2C=NN(C2=C1)C1OCCCC1)C=1N=NN(C1)CC=1N=NC(=CC1)Cl